N-(4-fluoro-2,6-dimethylphenyl)-2-methoxy-5-nitropyridine-3-sulfonamide FC1=CC(=C(C(=C1)C)NS(=O)(=O)C=1C(=NC=C(C1)[N+](=O)[O-])OC)C